ClC=1C(=CC(=NC1)C#N)C1=CC=2N(C=C1)N=CC2 5-(5-chloro-2-cyanopyridin-4-yl)pyrazolo[1,5-a]pyridin